N(=O)N1CCC(CC1)CN1S(CCC1)(=O)=O ((1-nitrosopiperidin-4-yl)methyl)isothiazolidine 1,1-dioxide